1-[1-(9-azadispiro[3.1.56.14]dodecan-2-yl)-3-[7-(difluoromethyl)-6-(1-methylpyrazol-4-yl)-3,4-dihydro-2H-quinolin-1-yl]-6,7-dihydro-4H-pyrazolo[4,3-c]pyridin-5-yl]ethanone C1C(CC12CC1(CCNCC1)C2)N2N=C(C=1CN(CCC12)C(C)=O)N1CCCC2=CC(=C(C=C12)C(F)F)C=1C=NN(C1)C